P(=O)(OCCCC)(OCCCCC)OCCCCC butyl di-(1-pentyl) phosphate